C1(=CC=CC2=CC=CC=C12)C1=C(C(=NC=C1)C1=NC=CC=C1)C1=CC=CC2=CC=CC=C12 dinaphthyl-bipyridyl